CC=1C(=C(C(=O)O)C=C(C1[N+](=O)[O-])OCCBr)OC Methyl-5-(2-bromoethoxy)-2-methoxy-4-nitrobenzoic acid